C1(CC1)N1C(C2=C(C=C(C=C2CC1)B(O)O)OC)=O (2-cyclopropyl-8-methoxy-1-oxo-3,4-dihydroisoquinolin-6-yl)boronic acid